O=C(C(=O)O)CCC(=O)O.O=C(C(=O)O)CCC(=O)O ketoglutaric acid (oxoglutarate)